FC1=C(C=C(C=C1)CC(=O)O)[C@H](CN[C@H](C1=CC=CC=C1)[C@H]1CNC2=CC(=CN=C2C1)F)C |o1:11| 2-(4-fluoro-3-((R or S)-1-(((S)-((R)-7-fluoro-1,2,3,4-tetrahydro-1,5-naphthyridin-3-yl)(phenyl)methyl)amino)propan-2-yl)phenyl)acetic acid